tert-butyl N-[[5-(6-methyl-1,2,4,5-tetrazin-3-yl)-2-(trifluoromethyl)phenyl]methyl]carbamate CC1=NN=C(N=N1)C=1C=CC(=C(C1)CNC(OC(C)(C)C)=O)C(F)(F)F